OC(CC(=O)[O-])(C)C 3-hydroxy-β-methylbutyrate